1-[(1-fluorocyclopropyl)methyl]-3-iodo-6-(4-nitro-1-tetrahydropyran-2-yl-pyrazol-3-yl)pyrazolo[4,3-c]pyridine FC1(CC1)CN1N=C(C=2C=NC(=CC21)C2=NN(C=C2[N+](=O)[O-])C2OCCCC2)I